(2S)-3-(3-cyanophenyl)-2-[9H-Fluoren-9-ylmethoxycarbonyl(methyl)amino]propanoic acid C(#N)C=1C=C(C=CC1)C[C@@H](C(=O)O)N(C)C(=O)OCC1C2=CC=CC=C2C=2C=CC=CC12